C(C)N(C1=CC2=C(C3=C(O2)C=C(C=C3)S(=O)(=O)N[C@H](C(=O)O)C(C)C)C=C1)C(=O)OC (S)-2-(7-(ethyl(methoxycarbonyl)amino)dibenzo[b,d]furan-3-sulfonamido)-3-methyl-butanoic acid